C1(CC1)N1CC(C(CC1)OC=1C=CC(=NC1)C1=NSC(=N1)NC1=NC=CC=C1NC)(F)F N2-(3-(5-(1-cyclopropyl-3,3-difluoropiperidin-4-yloxy)pyridin-2-yl)-1,2,4-thiadiazol-5-yl)-N3-methylpyridine-2,3-diamine